CC(=CCCC(CC(=O)O)(CC(=O)SCCNC(=O)CCNC(=O)[C@@H](C(C)(C)COP(=O)(O)OP(=O)(O)OC[C@@H]1[C@H]([C@H]([C@@H](O1)N2C=NC3=C(N=CN=C32)N)O)OP(=O)(O)O)O)O)C The molecule is the S-3-hydroxy-3-(4-methylpent-3-en-1-yl)glutaryl derivative of CoA. It derives from a coenzyme A. It is a conjugate acid of a 3-hydroxy-3-(4-methylpent-3-en-1-yl)glutaryl-CoA(5-).